(S)-N-(3-(3-chloro-2-(3-methoxy-4-((((5-oxopyrrolidin-2-yl)methyl)amino)methyl)phenyl)pyridin-4-yl)-2-methylphenyl)-5-(((2-hydroxyethyl)amino)methyl)picolinamide ClC=1C(=NC=CC1C=1C(=C(C=CC1)NC(C1=NC=C(C=C1)CNCCO)=O)C)C1=CC(=C(C=C1)CNC[C@H]1NC(CC1)=O)OC